C(C1CO1)OCCCCO[Si](OC)(OC)CCC glycidoxypropyl-propyltrimethoxysilane